C(C)OC(C=C(CCC)CCC)=O 3-propylhex-2-enoic acid ethyl ester